NC1=NC=NN2C1=C(C=C2C=2C=NC(=C(C(=O)N[C@@H]1CN(C[C@@H]1F)C(C(C)(C)N(C(OC(C)(C)C)=O)C)=O)C2)OC)C(F)(F)F tert-butyl (1-((3R,4S)-3-(5-(4-amino-5-(trifluoromethyl)pyrrolo[2,1-f][1,2,4]triazin-7-yl)-2-methoxynicotinamido)-4-fluoropyrrolidin-1-yl)-2-methyl-1-oxopropan-2-yl)(methyl)carbamate